C(C)(C)(C)OC(=O)N1C2(CC2)CC(CC1)OS(=O)(=O)C1=CC=C(C)C=C1 7-(p-toluenesulfonyloxy)-4-azaspiro[2.5]octane-4-carboxylic acid tert-butyl ester